5-(2,3-dimethyl-4-nitrophenoxy)-1-methyl-1H-benzo[d][1,2,3]triazole CC1=C(OC2=CC3=C(N(N=N3)C)C=C2)C=CC(=C1C)[N+](=O)[O-]